2,2-difluoro-N-((5-(2-((2-methyl-6-(trifluoromethyl)-2H-pyrazolo[3,4-d]pyrimidin-4-yl)thio)acetyl)thiophen-2-yl)methyl)cyclopropane-1-carboxamide FC1(C(C1)C(=O)NCC=1SC(=CC1)C(CSC=1C=2C(N=C(N1)C(F)(F)F)=NN(C2)C)=O)F